BrC1=NC=C(C(=C1)C1(CCN(CC1)C(=O)OC(C)(C)C)C#N)F tert-butyl 4-(2-bromo-5-fluoro-4-pyridyl)-4-cyano-1-piperidinecarboxylate